2-[(4-Fluorobenzoyl)amino]-N-(pyridin-3-ylmethyl)benzamid FC1=CC=C(C(=O)NC2=C(C(=O)NCC=3C=NC=CC3)C=CC=C2)C=C1